1,N3-bis(1,3-dihydroxypropyl)-5-((2-methoxy)acetamido)-N1-methyl-isophthalamide OC(CCO)C1(C(=O)NC)CC(C(=O)NC(CCO)O)=CC(=C1)NC(COC)=O